(3R,4R)-4-fluoro-3-hydroxypiperidine-1-carboxylic acid benzyl ester C(C1=CC=CC=C1)OC(=O)N1C[C@H]([C@@H](CC1)F)O